C(C)(C)(C)OC(=O)N(C1=CC=C(OC2CCN(CC2)C(=O)OC(C)(C)C)C=C1)CC1=C(C=CC=C1)[N+](=O)[O-] tert-Butyl 4-[4-[tert-butoxycarbonyl-[(2-nitrophenyl)methyl]amino]phenoxy]piperidine-1-carboxylate